N[C@H](C=1N=C2N(N=C(C=C2)CC2(C(NC3CC2C3)=O)C(=O)OC)C1)C1CCC(CC1)C methyl 4-((2-((S)-amino((1r,4S)-4-methylcyclohexyl)methyl)imidazo[1,2-b]pyridazin-6-yl)methyl)-3-oxo-2-azabicyclo[3.1.1]heptane-4-carboxylate